(S)-3-((R)-2-acrylamido-3-(3-chloro-4-methoxyphenyl)propionamido)-2,2-bisMethyl-butyric acid C(C=C)(=O)N[C@@H](C(=O)N[C@H](C(C(=O)O)(C)C)C)CC1=CC(=C(C=C1)OC)Cl